C1(CCCCC1)S(=O)(=O)C(C(=O)C1CCCCC1)=[N+]=[N-] 1-cyclohexylsulfonyl-1-cyclohexylcarbonyldiazomethane